(2S,4r)-1-[(2S)-2-(4-cyclopropyl-triazol-1-yl)-3,3-dimethyl-butyryl]-4-hydroxy-N-[2-(1-methyl-5-oxo-pyrrolidin-3-yl)ethyl]pyrrolidine-2-carboxamide C1(CC1)C=1N=NN(C1)[C@H](C(=O)N1[C@@H](C[C@H](C1)O)C(=O)NCCC1CN(C(C1)=O)C)C(C)(C)C